3-Ethyl-9-(2-carboxycyclohexyl)carbonyloxyanthracene C(C)C=1C=CC2=C(C3=CC=CC=C3C=C2C1)OC(=O)C1C(CCCC1)C(=O)O